Se-methyl 2',4'-difluoro-4-hydroxy-[1,1'-biphenyl]-3-carboselenoate FC1=C(C=CC(=C1)F)C1=CC(=C(C=C1)O)C([Se]C)=O